NC(CCN(C=1C=CC(=NC1)C1=C(C(=C(C=C1)OS(=O)(=O)C(F)(F)F)F)F)C(=O)OCC1C2=CC=CC=C2C=2C=CC=CC12)=O trifluoromethanesulfonic acid [4-[5-[(3-amino-3-keto-propyl)-(9H-fluoren-9-ylmethoxycarbonyl)amino]-2-pyridyl]-2,3-difluoro-phenyl] ester